6-chloro-N-[5-(5-methoxy-1H-benzimidazol-2-yl)-1-[(4-methoxyphenyl)-methyl]pyrazol-3-yl]pyridine-3-carboxamide ClC1=CC=C(C=N1)C(=O)NC1=NN(C(=C1)C1=NC2=C(N1)C=CC(=C2)OC)CC2=CC=C(C=C2)OC